tert-butyl 6-(4-(3-amino-6-chloropyridazin-4-yl)phenyl)-2-azaspiro[3.3]heptane-2-carboxylate NC=1N=NC(=CC1C1=CC=C(C=C1)C1CC2(CN(C2)C(=O)OC(C)(C)C)C1)Cl